CC=1NS(C2=C(N1)C=CC=C2)(=O)=O 3-methyl-2H-benzo[e][1,2,4]thiadiazine-1,1-dioxide